C(C=C)N1N(C2=NC(=NC=C2C1=O)NC1=CC(=NC=C1)C)C1=CC(=CC=C1)OC1CCNCC1 2-allyl-6-((2-methylpyridin-4-yl)amino)-1-(3-(piperidin-4-yloxy)phenyl)-1,2-dihydro-3H-pyrazolo[3,4-d]pyrimidin-3-one